2-methyl-5-(2-methyl-5-(1H-pyrazol-4-yl)-3H-imidazo[4,5-b]pyridin-3-yl)benzooxazole CC=1OC2=C(N1)C=C(C=C2)N2C(=NC=1C2=NC(=CC1)C=1C=NNC1)C